2-(((1R)-1-(2-cyano-3-(6-hydroxy-2-azabicyclo[2.2.2]octan-2-yl)-7-methylquinoxalin-5-yl)ethyl)amino)benzoic acid C(#N)C1=NC2=CC(=CC(=C2N=C1N1C2C(CC(C1)CC2)O)[C@@H](C)NC2=C(C(=O)O)C=CC=C2)C